C(C)C1=CC(=NO1)C1=NN(C(=C1)NC(C[C@H](C(=O)N[C@H]1C2=C(CN3N(C1=O)CCC3)C=CC=C2)C)=O)C (R)-N4-(3-(5-Ethylisoxazol-3-yl)-1-methyl-1H-pyrazol-5-yl)-2-methyl-N1-((S)-11-oxo-2,3,10,11-tetrahydro-1H,5H-benzo[d]pyrazolo[1,2-a][1,2]diazepin-10-yl)succinamid